ethyl [2-tert-butyl-5,8-dioxo-6-(tetrahydro-2H-pyran-4-yl)-5,6,7,8-tetrahydro-4H-pyrazolo[1,5-a]pyrrolo[3,4-d]pyrimidin-4-yl]acetate C(C)(C)(C)C1=NN2C(N(C3=C(C2=O)CN(C3=O)C3CCOCC3)CC(=O)OCC)=C1